3-[(2-chlorophenyl)methoxy]-2-nitropyridine ClC1=C(C=CC=C1)COC=1C(=NC=CC1)[N+](=O)[O-]